(Z)-16-propyl-5,8,11,14-tetraoxahenicos-15-ene C(CC)/C(=C/OCCOCCOCCOCCCC)/CCCCC